[Si](C)(C)(C(C)(C)C)OCC(O)C1CC1 2-((tert-butyldimethylsilyl)oxy)-1-cyclopropylethan-1-ol